9-Ethyl-6,6-dimethyl-8-(2-morpholine-4-yl-ethylamino)-11-oxo-6,11-dihydro-5H-benzo[b]carbazole-3-carbonitrile C(C)C1=CC2=C(C(C=3NC4=CC(=CC=C4C3C2=O)C#N)(C)C)C=C1NCCN1CCOCC1